ClC1=NC=CC2=C1C=CN2CC(=O)OCCCC butyl 2-(4-chloro-1H-pyrrolo[3,2-c]pyridin-1-yl)acetate